5-(8-chloro-3-methylimidazo[1,2-a]pyridin-6-yl)-6-(4-fluorophenyl)tetrazolo[1,5-a]pyrazin-8-amine ClC=1C=2N(C=C(C1)C1=C(N=C(C=3N1N=NN3)N)C3=CC=C(C=C3)F)C(=CN2)C